(4-((4-amino-3-(3-fluoro-4-methoxyphenyl)-1H-pyrazolo[3,4-d]pyrimidin-1-yl)methyl)piperidin-1-yl)prop-2-en-1-one NC1=C2C(=NC=N1)N(N=C2C2=CC(=C(C=C2)OC)F)CC2CCN(CC2)C(C=C)=O